(9aR,10S)-10-((R)-(4-fluorophenyl)(4-methoxyphenyl)methyl)-4-hydroxy-8,9,9a,10-tetrahydro-7H-pyrrolo[1',2':4,5]pyrazino[1,2-b]pyridazine-3,5-dione FC1=CC=C(C=C1)[C@H]([C@H]1[C@@H]2N(C(C=3N1N=CC(C3O)=O)=O)CCC2)C2=CC=C(C=C2)OC